2-(11-acetyl-3-methylpyrimidino[4',5':6,7]cyclohepta[1,2-f]indazol-9(5H)-yl)acetic acid C(C)(=O)C1=NN(C=2C=C3C(=CC12)C1=C(CC=C3)N=C(N=C1)C)CC(=O)O